3-(N-(6-Ethoxy-6-oxo-hexyl)-4-formyl-3-hydroxy-anilino)propan-1-sulfonat C(C)OC(CCCCCN(C1=CC(=C(C=C1)C=O)O)CCCS(=O)(=O)[O-])=O